2,2-difluoroethyl (CIS)-2-((((CIS)-4-phenylcyclohexyl)oxy)methyl)-3-(1H-pyrazol-3-yl)piperidine-1-carboxylate C1(=CC=CC=C1)[C@H]1CC[C@H](CC1)OC[C@@H]1N(CCC[C@@H]1C1=NNC=C1)C(=O)OCC(F)F